[Si](C)(C)(C(C)(C)C)OCCCCOC1=CC=2N(C=C1)C(=CN2)C(=O)OCC ethyl 7-(4-((tert-butyldimethylsilyl)oxy)butoxy)imidazo[1,2-a]pyridine-3-carboxylate